COC=1C(=C(C=CC1)N1CC=2N=C(N=C(C2CC1)N1C[C@@H](NCC1)CC#N)OC[C@H]1N(CCC1)C)C 2-[(2S)-4-[7-(3-methoxy-2-methyl-phenyl)-2-[[(2S)-1-methylpyrrolidin-2-yl]methoxy]-6,8-dihydro-5H-pyrido[3,4-d]pyrimidin-4-yl]piperazin-2-yl]acetonitrile